2-bromo-N-(6-(3-hydroxyphenyl)-2-(2-morpholinoethyl)-2H-indazole-5-yl)thiazole-4-carboxamide BrC=1SC=C(N1)C(=O)NC1=CC2=CN(N=C2C=C1C1=CC(=CC=C1)O)CCN1CCOCC1